2-(3,5-dimethoxyphenyl)-N-(3-(dimethylamino)propyl)-1-(3-(methylcarbamoyl)cyclobutyl)-1H-benzo[d]imidazole-6-carboxamide COC=1C=C(C=C(C1)OC)C1=NC2=C(N1C1CC(C1)C(NC)=O)C=C(C=C2)C(=O)NCCCN(C)C